methyl 1-(4-(3-fluoro-5-(trifluoromethyl)benzyl)pyridin-2-yl)-5-(hydroxymethyl)-1H-pyrazole-3-carboxylate FC=1C=C(CC2=CC(=NC=C2)N2N=C(C=C2CO)C(=O)OC)C=C(C1)C(F)(F)F